N-(3-hydroxy-4-methoxybenzyl)-2-morpholinyl-5-hydroxybenzamide OC=1C=C(CNC(C2=C(C=CC(=C2)O)N2CCOCC2)=O)C=CC1OC